COC=1C=C(C=CC1OCC1=CC=C(C=C1)F)C1NC2=CC=CC=C2C(N1)=O 2-[3-methoxy-4-(4-fluoro-benzyloxy)-phenyl]-2,3-dihydroquinazolin-4(1H)-one